C(C)C1=C(C=CC=C1)P(C1=C(C=CC=C1)CC)C1=C(C=CC=C1)CC tri-(2-ethyl-phenyl)phosphine